N-(5-fluoro-2-methyl-1,2,3,4-tetrahydroisoquinolin-6-yl)-3-(trifluoromethyl)-1H-pyrazole-5-carboxamide FC1=C2CCN(CC2=CC=C1NC(=O)C1=CC(=NN1)C(F)(F)F)C